COC(=O)C=1C=C(C2=C(N(C=N2)C/C(=C/CN)/F)C1)C1=C(C=CC(=C1)S(N(CC)CC)(=O)=O)OC.BrC1=CC(=CC=C1)OC(C)(C)C 1-bromo-3-(tert-butoxy)benzene methyl-(Z)-1-(4-amino-2-fluorobut-2-en-1-yl)-4-(5-(N,N-diethylsulfamoyl)-2-methoxyphenyl)-1H-benzo[d]imidazol-6-carboxylate